cis-3-((5-(ethoxycarbonyl)-2-(methylthio)pyrimidine-4-yl)amino)cyclobutane-1-carboxylic acid C(C)OC(=O)C=1C(=NC(=NC1)SC)N[C@H]1C[C@H](C1)C(=O)O